4-((S)-1-((S)-1-((1-(3,5-difluorophenyl)-1H-imidazol-4-yl)amino)-1-oxopropan-2-yl)-4,4-difluoropiperidin-3-yl)pyridine 1-oxide FC=1C=C(C=C(C1)F)N1C=NC(=C1)NC([C@H](C)N1C[C@@H](C(CC1)(F)F)C1=CC=[N+](C=C1)[O-])=O